SC(CC(=O)OCCN1C(N(C(N(C1=O)CCOC(CC(C)S)=O)=O)CCOC(CC(C)S)=O)=O)C 1,3,5-tris(2-(3-mercaptobutyryloxy)ethyl)-1,3,5-triazine-2,4,6-trione